5-(1-methylcyclopropyl)pyrazin-2-amine CC1(CC1)C=1N=CC(=NC1)N